cyclopropyl-(2-(6-(2-ethyl-5-fluoro-4-hydroxyphenyl)-1H-indazol-3-yl)pyrrolo[3,4-d]imidazole-5(1H,4H,6H)-yl)methanone tert-butyl-4-(4-cyanophenyl)-3,6-dihydropyridine-1(2H)-carboxylate C(C)(C)(C)OC(=O)N1CCC(=CC1)C1=CC=C(C=C1)C#N.C1(CC1)C(=O)N1CC=2NC(=NC2C1)C1=NNC2=CC(=CC=C12)C1=C(C=C(C(=C1)F)O)CC